1-((trans)-4-((7-(2-((3-chloro-2-methylphenyl)amino)benzoyl)-7H-pyrrolo[2,3-d]pyrimidine-4-yl)(methyl)amino)cyclohexyl)-N-methylmethanesulfonamide ClC=1C(=C(C=CC1)NC1=C(C(=O)N2C=CC3=C2N=CN=C3N([C@@H]3CC[C@H](CC3)CS(=O)(=O)NC)C)C=CC=C1)C